N-[(4-fluorophenyl)-methyl]-2-isopropyl-7-(trifluoromethyl)-quinoline-3-carboxylic acid amide FC1=CC=C(C=C1)CNC(=O)C=1C(=NC2=CC(=CC=C2C1)C(F)(F)F)C(C)C